1-(3-biphenyl-4-ylmethyl-4-hydroxy-dihydrobenzopyran-7-yl)-cyclopentanecarboxylic acid C1(=CC=C(C=C1)CC1COC2=C(C1O)C=CC(=C2)C2(CCCC2)C(=O)O)C2=CC=CC=C2